3,4-epoxy-5-methylcyclohexyl-methyl-3,4-epoxy-5-methylcyclohexanecarboxylate CC1C2C(CC(C1)OC(=O)C1(CC3C(C(C1)C)O3)C)O2